lauryl-myristyl sulfate sodium salt [Na+].S(=O)(=O)(OCCCCCCCCCCCCCCCCCCCCCCCCCC)[O-]